C(CCC)NC(=O)C1=NNC2=CC(=CC=C12)C=1C=NC(=C(C1)C(NCC1=C(C=CC=C1)OC(F)(F)F)=O)OC N-butyl-6-[6-methoxy-5-({[2-(trifluoromethoxy)phenyl]-methyl}carbamoyl)pyridin-3-yl]-1H-indazole-3-carboxamide